N-methyl-N'-[(2,4,6-trifluorophenyl)methyl]acetohydrazide CN(NCC1=C(C=C(C=C1F)F)F)C(C)=O